C(C)(C)(C)OC(NCCOC1=C(C=CC=C1)S(NC(=O)C=1OC2=C(C1)C=CC(=C2)N(C)C)(=O)=O)=O tert-butyl[2-(2-{[6-(dimethylamino)-1-benzofuran-2-carbonyl] sulfamoyl}phenoxy)ethyl]carbamate